BrC=1C(=CC2=C(N(C(N2CC2=C(C=C(C=C2)C=2OC(=NN2)C(F)F)F)=O)C2CCN(CC2)C(=O)OC(C)(C)C)C1)F tert-butyl 4-(6-bromo-3-(4-(5-(difluoromethyl)-1,3,4-oxadiazole-2-yl)-2-fluorobenzyl)-5-fluoro-2-oxo-2,3-dihydro-1H-benzo[d]imidazole-1-yl)piperidine-1-carboxylate